dibutyl-acrylonitrile C(CCC)C(=CC#N)CCCC